(R)-N-methyl-3-((5,6,7,8-tetrahydronaphthalen-1-yl)oxy)-3-(thiophen-2-yl)propan-1-amine CNCC[C@H](C=1SC=CC1)OC1=CC=CC=2CCCCC12